C(C)(C)(C)OC(=O)N=C(N1C[C@@H](CCC1)C1=NC(=NO1)C1=CC=C(C=C1)CCCCCCCCCC)NC(OC(C)(C)C)=O tert-butyl (R)-(((tert-butoxycarbonyl)imino)(3-(3-(4-decylphenyl)-1,2,4-oxadiazol-5-yl)piperidin-1-yl)methyl)carbamate